P(=O)(O)(O)O.FC=1C=C(C=CC1C=1C=NC(=CC1)C=1N=NN(N1)CCC)N1C(O[C@@H](C1)C(F)O)=O (S)-3-(3-fluoro-4-(6-(2-propyl-2H-tetrazol-5-yl)pyridin-3-yl)phenyl)-5-(hydroxyfluoromethyl)oxazolidin-2-one phosphate